N4-(2-Aminopyrid-6-yl)-2-chloro-5-fluoro-4-pyrimidineamine NC1=NC(=CC=C1)NC1=NC(=NC=C1F)Cl